(E)-1H-imidazole-4-carboxylic acid ethyl ester C(C)OC(=O)C=1N=CNC1